FC=1C=C(C=CC1OC1=C(N=C(S1)[C@H](C)O)C)N1N=C2N(C1=O)[C@@H](CC2)C2=CC=CC=C2 (S)-2-(3-fluoro-4-((2-((S)-1-hydroxyethyl)-4-methylthiazol-5-yl)oxy)phenyl)-5-phenyl-2,5,6,7-tetrahydro-3H-pyrrolo[2,1-c][1,2,4]triazol-3-one